(3R,4S)- and (3S,4R)-4-hydroxytetrahydrofuran-3-carbonitrile O[C@H]1[C@@H](COC1)C#N |r|